C[Si](C)(C)C#C[C@@H]1[C@@H](CCCC1)N1C(C2=CC=CC=C2C1=O)=O 2-((1R,2R)-2-((trimethylsilyl)ethynyl)cyclohexyl)isoindoline-1,3-dione